OC1=CC=C(C=C1)C1(CC(=CC=C1)C1=C(C=CC=C1)OC)\C=C\C(=O)C1=CC=CC=C1 1-(4-hydroxyphenyl)-3-(2-methoxyphenyl)chalcone